C(C)(C)(C)[C@]12COC[C@H]2[C@H]1C(=O)Cl tert-Butyl-(1R,5S,6r)-3-oxabicyclo[3.1.0]hexane-6-carbonyl chloride